ethyl (3R)-3,7-dimethyloct-6-enoate C[C@@H](CC(=O)OCC)CCC=C(C)C